Aluminum trifluoromethansulfonat FC(S(=O)(=O)[O-])(F)F.[Al+3].FC(S(=O)(=O)[O-])(F)F.FC(S(=O)(=O)[O-])(F)F